6-bromo-2-(1-(2,6-dichlorophenyl)-2,5-dimethyl-1H-pyrrol-3-yl)-N-(1-(ethylsulfonyl)pyrrolidin-3-yl)-3H-imidazo[4,5-b]pyridin-7-amine BrC=1C(=C2C(=NC1)NC(=N2)C2=C(N(C(=C2)C)C2=C(C=CC=C2Cl)Cl)C)NC2CN(CC2)S(=O)(=O)CC